2,3-dichloro-4-methoxycarbonyloxy-1-acryloyloxynaphthalene ClC1=C(C2=CC=CC=C2C(=C1Cl)OC(=O)OC)OC(C=C)=O